OCCCCCCC(C(=O)O)C(C(=O)O)=C 2-(6-hydroxyhexyl)-3-methylenesuccinic acid